ClC=1SC(=CN1)CN1C(CN2C1=C(C=CC2=O)[N+](=O)[O-])C 1-((2-chlorothiazol-5-yl)methyl)-2-methyl-8-nitro-2,3-dihydro-imidazo[1,2-a]pyridin-5(1H)-one